methyl 4-({2-chloro-5-[(2,6-dimethylanilino)methyl]pyrimidin-4-yl}amino)butanoate ClC1=NC=C(C(=N1)NCCCC(=O)OC)CNC1=C(C=CC=C1C)C